(1R,4S)-N,1-dimethyl-7-(trifluoro-methyl)-3,4-dihydro-1H-pyrano[4,3-c]pyridin-4-amine hydrochloride Cl.CN[C@@H]1CO[C@@H](C2=C1C=NC(=C2)C(F)(F)F)C